5-guanidinopyrazole N(C(=N)N)C1=CC=NN1